C(C1=CC=CC=C1)(=O)OC(CCCCC(C)C)N(C)C N,N-dimethylaminoisooctyl benzoate